N1C=CC2=CC=CC=C12 Z-indol